FC=1C(=C(C=CC1F)[C@H]1[C@H](O[C@@]([C@H]1C)(C(F)(F)F)C)C(=O)NC1=NC=CC(=C1)C(=O)N)OC 2-[[(2S,3S,4S,5S)-3-(3,4-Difluoro-2-methoxy-phenyl)-4,5-dimethyl-5-(trifluoromethyl)tetrahydrofuran-2-carbonyl]amino]pyridin-4-carboxamid